NC1=C2N=C(N(C2=NC(=N1)F)CCCNS(=O)(=O)CC(C)C)CC=1C=C2C(CCC2=CC1I)F N-(3-(6-amino-2-fluoro-8-((3-fluoro-6-iodo-2,3-dihydro-1H-inden-5-yl)methyl)-9H-purin-9-yl)propyl)-2-methylpropane-1-sulfonamide